dimethyloctadecyl-(3-(trimethoxysilyl)propyl)ammonium chloride [Cl-].C[N+](CCC[Si](OC)(OC)OC)(CCCCCCCCCCCCCCCCCC)C